FC1=CC=C2CCN(C2=C1)CC 1-(6-fluoroindolin-1-yl)ethane